{2,6-diazaspiro[3.3]heptane-2-yl}-N-{2,8-dimethylimidazo[1,2-a]pyrazin-6-yl}-4-ethoxypyrimidine-5-carboxamide C1N(CC12CNC2)C2=NC=C(C(=N2)OCC)C(=O)NC=2N=C(C=1N(C2)C=C(N1)C)C